C12(CC3CC(CC(C1)C3)C2)N adamantaneamine